(2'S,4S,6'R,7S)-2-chloro-2'-(1-methyltriazol-4-yl)-6'-phenyl-spiro[4,5-dihydrothieno[2,3-c]pyran-7,4'-piperidine]-4-ol ClC1=CC2=C(S1)[C@]1(C[C@H](N[C@H](C1)C1=CC=CC=C1)C=1N=NN(C1)C)OC[C@H]2O